C1(=CC=CC=C1)[C@@H]1[C@H](C1)NC(=O)[C@@H]1CN(CC[C@H]1NC(=O)C1=CC(=NO1)C1=C(C=C(C=C1)F)F)CC1CC1 |o1:6,7,12,17| (3R*,4R*)-1-Cyclopropylmethyl-4-{[3-(2,4-difluoro-phenyl)-isoxazole-5-carbonyl]-amino}-piperidine-3-carboxylic acid ((1S*,2R*)-2-phenyl-cyclopropyl)-amide